3-Ethynyl-13-(4-((4-methylpyrimidin-2-yl)oxy)phenyl)-6,7-dihydro-5H-pyrido[3,4-c]pyrimido[5',4':4,5]pyrrolo[1,2-a]azepin-12-amine C(#C)C1=CC2=C(C=3N(CCC2)C2=C(C3C3=CC=C(C=C3)OC3=NC=CC(=N3)C)C(=NC=N2)N)C=N1